C(C)OC(=O)C1=C(N(C2=CC=C(C=C12)O)C=1C=NN(C1)CCC)CC.ClC=1C=C(C=CC1)/C=C/C(=O)C1=C(C=C(C=C1)OC)OC (E)-3-(3-chlorophenyl)-1-(2,4-dimethoxyphenyl)prop-2-en-1-one ethyl-2-ethyl-5-hydroxy-1-(1-propyl-1H-pyrazol-4-yl)-1H-indole-3-carboxylate